FC=1C=C(C=CC1F)NC(=O)N1C2CCC1CC=1N=CN=CC12 (±)-N-(3,4-difluorophenyl)-6,7,8,9-tetrahydro-5H-5,8-epiminocyclohepta[d]pyrimidine-10-carboxamide